4-[4-(2,3-dihydro-1,4-benzodioxin-6-yl)-5-methyl-1H-pyrazol-3-yl]-6-ethylbenzene-1,3-diol O1CCOC2=C1C=CC(=C2)C=2C(=NNC2C)C2=C(C=C(C(=C2)CC)O)O